N1(CCCC1)C1=NC=CC=C1N1CCN(CC1)[C@H]1CC2(CN(C2)C(=O)OCC)CC1 ethyl (6R)-6-[4-(2-pyrrolidin-1-yl-3-pyridyl)piperazin-1-yl]-2-azaspiro[3.4]octane-2-carboxylate